OC1=C(C(=CC(=C1C(=O)N(CCO)CCO)CCCCC)O)C1C(CCC(=C1)C)C(=C)C 2,6-dihydroxy-N,N-bis(2-hydroxyethyl)-5'-methyl-4-pentyl-2'-(prop-1-en-2-yl)-1',2',3',4'-tetrahydro-[1,1'-biphenyl]-3-carboxamide